[3-[[4-(2-amino-3-chloropyridin-4-yl)oxy-3-fluorophenyl]carbamoyl]-5-(4-fluorophenyl)-4-oxopyridin-1-yl]methyl dihydrogen phosphate P(=O)(OCN1C=C(C(C(=C1)C1=CC=C(C=C1)F)=O)C(NC1=CC(=C(C=C1)OC1=C(C(=NC=C1)N)Cl)F)=O)(O)O